C(C)(C)(C)I tert-Butyl iodide